2-cyanobenzoic acid methyl ester COC(C1=C(C=CC=C1)C#N)=O